C(C)N1N=CC(=C1)CN1C(N(C(=C1)C)C1=NC(=CC(=C1)OCC(F)(F)F)N1C[C@H](OCC1)C)=O 1-[(1-ethyl-1H-pyrazol-4-yl)methyl]-4-methyl-3-{6-[(2R)-2-methylmorpholin-4-yl]-4-(2,2,2-trifluoroethoxy)pyridin-2-yl}-1,3-dihydro-2H-imidazol-2-one